N-methyl-N-(2,2,2-trifluoro-1-(5-(2-fluoro-8,8-dimethyl-7,8-dihydro-6H-cyclopenta[e]pyrazolo[1,5-a]pyrimidin-6-yl)pyridin-2-yl)ethyl)tetrahydro-2H-thiopyran-4-carboxamide 1,1-dioxide CN(C(=O)C1CCS(CC1)(=O)=O)C(C(F)(F)F)C1=NC=C(C=C1)C1CC(C2=C1C=NC=1N2N=C(C1)F)(C)C